[C@H]12CN(C[C@H](CC1)N2)C2=NC(=NC1=C(C(=C(C=C21)C2CC2)C2=CC(=CC1=CC=CC=C21)O)F)OC[C@H]2N(CCC2)C 4-(4-((1R,5S)-3,8-diazabicyclo[3.2.1]octan-3-yl)-6-cyclopropyl-8-fluoro-2-(((S)-1-methylpyrrolidin-2-yl)methoxy)quinazolin-7-yl)naphthalen-2-ol